CC(=O)C(COP(=O)(O)O)O 3,4-dihydroxy-2-butanone 4-phosphate